COCCNC=1C2=C(N=C(N1)C1=NC=CC=C1)SC(=C2C)C N-(2-methoxyethyl)-5,6-dimethyl-2-(pyridin-2-yl)thieno[2,3-d]pyrimidin-4-amine